(4-(4-amino-1-methyl-1H-imidazol-2-yl)benzyl)-2-(2-isopropylphenyl)-7,9-dihydro-8H-purin-8-one NC=1N=C(N(C1)C)C1=CC=C(CN2C3=NC(=NC=C3NC2=O)C2=C(C=CC=C2)C(C)C)C=C1